(2S,4R)-4-phenoxy-1-((4-phenoxybutyryl)glycyl)pyrrolidine-2-carboxylic acid methyl ester COC(=O)[C@H]1N(C[C@@H](C1)OC1=CC=CC=C1)C(CNC(CCCOC1=CC=CC=C1)=O)=O